CC1(CCN(CC1)CC(=O)NC1(CC1)C1=NC=CC=N1)C 2-(4,4-dimethylpiperidin-1-yl)-N-(1-(pyrimidin-2-yl)cyclopropyl)acetamide